N-(8-((5,6-dihydro-[1,2,4]triazolo[1,5-a]pyrazin-7(8H)-yl)methyl)-1-methyl-2-oxo-2,3,4,5-tetrahydro-1H-benzo[b]azepin-3-yl)-4-phenylpyrimidine-2-carboxamide N=1C=NN2C1CN(CC2)CC=2C=CC1=C(N(C(C(CC1)NC(=O)C1=NC=CC(=N1)C1=CC=CC=C1)=O)C)C2